CCCCCCCCCCCC[N+](C)(C)CC(=O)[O-] N-dodecyl-N,N-dimethylbetaine